Cl.O=C1NC(CCC1N1C(C2=CC=CC(=C2C1=O)N1CCNCC1)=O)=O 2-(2,6-dioxopiperidin-3-yl)-4-(piperazin-1-yl)isoindoline-1,3-dione hydrochloride